C[C@]1([C@@H]([C@H](O[C@H]1N2C=CC(=O)NC2=O)CO)O)F 2'-deoxy-2'-fluoro-2'-C-methyluridine